FC(COC1=CC=C(C=C1)CCC(C)I)F 1-(2,2-difluoroethoxy)-4-(3-iodobutyl)benzene